C(C1=CC=CC=C1)OC(=O)N1C2CNCC1CC(C2)O 7-hydroxy-3,9-diazabicyclo[3.3.1]nonane-9-carboxylic acid benzyl ester